COC(=O)C1=NC(=CC(=C1Cl)N)C1=C(C(=C(C=C1)Cl)OC)F 4-amino-3-chloro-6-(4-chloro-2-fluoro-3-methoxyphenyl)pyridine-2-carboxylic acid methyl ester